C(N)(OCCCCNC(=O)C1=NC=C(C=C1)C=1C=C2C(=C(C=NC2=CC1)C(NC)=O)NC1=CC=CC=C1)=O [4-[[5-[4-anilino-3-(methyl carbamoyl)-6-quinolyl] pyridine-2-carbonyl] amino] butyl] carbamate